C(C)(C)OC1=CC=C(C=N1)C1=NNC2=CC=C(C=C12)NC(=O)[C@]1(CN(CC1)CC(=O)N1CCC(=CC1)C1=CC=C(C=C1)C1=NN(C=N1)C)SC (S)-N-(3-(6-isopropoxypyridin-3-yl)-1H-indazol-5-yl)-1-(2-(4-(4-(1-methyl-1H-1,2,4-triazol-3-yl)phenyl)-3,6-dihydropyridin-1(2H)-yl)-2-oxoethyl)-3-(methylthio)pyrrolidine-3-carboxamide